acryloyl-3,3-dimethylpiperidine C(C=C)(=O)N1CC(CCC1)(C)C